5-(2-nitro-1-(2-phenyl-1H-indol-3-yl)ethyl)benzo[c][1,2]oxaborol-1(3H)-ol [N+](=O)([O-])CC(C1=C(NC2=CC=CC=C12)C1=CC=CC=C1)C1=CC2=C(B(OC2)O)C=C1